2-butylene malonate C1(CC(=O)OCCCCO1)=O